CC=1C(C2=CC=CC=C2C1)[Sc]C1C(=CC2=CC=CC=C12)C bis(2-methyl-indenyl)scandium